(3R,6S)-3-ethyl-6-(hydroxymethyl)piperazine-2,5-dione C(C)[C@@H]1C(N[C@H](C(N1)=O)CO)=O